C(CCCCCCC)C1C(C(N(CC1)C(C(=O)[O-])(CCCCCCCC(=O)[O-])N1C(C(C(CC1)CCCCCCCC)(C)C)(C)C)(C)C)(C)C Bis(octyltetramethylpiperidyl)sebacat